4-[cyclopropyl-[4-(5,6,7,8-tetrahydro-1,8-naphthyridin-2-yl)butyl]amino]-2-[(3-fluorobenzoyl)amino]butanoic acid C1(CC1)N(CCC(C(=O)O)NC(C1=CC(=CC=C1)F)=O)CCCCC1=NC=2NCCCC2C=C1